ClC1=CC(=C2C(=CNC2=C1Cl)C=1C=NNC1)NC(C(CO)(F)F)=O N-(6,7-dichloro-3-(1H-pyrazol-4-yl)-1H-indol-4-yl)-2,2-difluoro-3-hydroxypropanamide